ClC=1C=C2C(=C3C4(NC(NC13)=O)CCCCC4)OC(=C2)CNC2CS(CC2)(=O)=O 3-({5'-chloro-7'-oxo-7',8'-dihydro-6'H-spiro[cyclohexane-1,9'-furo[2,3-f]quinazoline]-2'-ylmethyl}amino)-thiolane-1,1-dione